C(CCCCCCCCCCC)(=O)O.C(CCC)(=O)O.C(CCC)(=O)O dibutyric acid monolaurate